(S)-N'-((2-(2-methoxypyridin-4-yl)phenyl)carbamoyl)-6,7-dihydro-5H-pyrazolo[5,1-b][1,3]oxazine-3-sulfonimidamide COC1=NC=CC(=C1)C1=C(C=CC=C1)NC(=O)N=[S@@](=O)(N)C=1C=NN2C1OCCC2